C1(CC1)C=1N=NN(C1)[C@H](C(=O)N1[C@@H](C[C@H](C1)O)C(=O)NCCN1CC=2N(CC1)N=CC2)C(C)(C)C (2S,4r)-1-[(2S)-2-(4-cyclopropyl-triazol-1-yl)-3,3-dimethyl-butyryl]-N-[2-(6,7-dihydro-4H-pyrazolo[1,5-a]pyrazin-5-yl)ethyl]-4-hydroxy-pyrrolidine-2-carboxamide